Cl.COC(=O)C=1C=C(C2=C(N(C=N2)C/C(=C/CN)/F)C1)C1=CC(=CC=C1)S(=O)(=O)N1CCCC1 (Z)-1-(4-amino-2-fluoro-but-2-en-1-yl)-4-(3-(pyrrolidin-1-ylsulfonyl)phenyl)-1H-benzo[d]imidazole-6-carboxylic acid methyl ester hydrochloride